4-[[2-[3-[methyl-(2-methyl-1,3-benzoxazol-6-yl)carbamoyl]phenyl]-5-(trifluoromethyl)pyrazol-3-yl]oxymethyl]benzoic acid CN(C(=O)C=1C=C(C=CC1)N1N=C(C=C1OCC1=CC=C(C(=O)O)C=C1)C(F)(F)F)C1=CC2=C(N=C(O2)C)C=C1